C(C)(C)(C)OC(=O)N1CCC(CC1)(C)C[C@@H]1N([C@H](OC1=O)C(C)(C)C)C(=O)OCC1=CC=CC=C1 Benzyl (2R,4S)-4-((1-(tert-butoxycarbonyl)-4-methylpiperidin-4-yl)methyl)-2-(tert-butyl)-5-oxooxazolidine-3-carboxylate